2,6-Difluoro-3-(1-methyl-6-(3-phenylmorpholino)-1H-pyrazolo[3,4-d]pyrimidin-3-yl)-5-(trifluoromethyl)phenol FC1=C(C(=C(C=C1C1=NN(C2=NC(=NC=C21)N2C(COCC2)C2=CC=CC=C2)C)C(F)(F)F)F)O